[O-2].[Md+2] mendelevium(ii) oxide